Br(=O)(=O)O.S1C(=CC=C1)C1=CC=C(CN)C=C1 4-(2-thienyl)benzylamine bromate